(1S)-1-Phenylethanol C1(=CC=CC=C1)[C@H](C)O